Cl.NC1=C(C=C2C(=N1)C(C=1C(=CC=CC1O2)Cl)=O)C=2C=NN(C2)CC2CCNCC2 2-amino-9-chloro-3-(1-(piperidin-4-ylmethyl)-1H-pyrazol-4-yl)-10H-chromeno[3,2-b]pyridin-10-one hydrochloride